C1(CC1)C1=NSC(=N1)C=1C(=CC(=C(C1)NC(=O)C=1C=NN2C1C=CC(=C2)F)C)F N-[5-(3-Cyclopropyl-1,2,4-thiadiazol-5-yl)-4-fluoro-2-methylphenyl]-6-fluoropyrazolo[1,5-a]pyridine-3-carboxamide